COC1=C(C=CC=C1)S(=O)(=O)NC1=NOC2=C1C(=CC(=C2)CN2N=CC=C2)OC 2-methoxy-N-{4-methoxy-6-[(1H-pyrazol-1-yl)methyl]-1,2-benzoxazol-3-yl}benzene-1-sulfonamide